Racemic-7-amino-5-methyl-8,9-dihydro-7H-pyrido[3,2-b]azepin-6-one N[C@@H]1CCC2=C(N(C1=O)C)C=CC=N2 |r|